CN1N=C(C=C1S(=O)(=O)N1CCC2(CC[C@H](C2)N2[C@H]3CO[C@@H](C2)C3)CC1)C (1R,4R)-5-((R)-8-((1,3-dimethyl-1H-pyrazol-5-yl)sulfonyl)-8-azaspiro[4.5]dec-2-yl)-2-oxa-5-azabicyclo[2.2.1]heptane